(2R,3R,4S,5R,6R)-2-(hydroxymethyl)-6-((3-(2-hydroxy-propan-2-yl)isoxazol-5-yl)methyl)-5-methoxy-4-(4-(3,4,5-trifluorophenyl)-1H-1,2,3-triazol-1-yl)tetrahydro-2H-pyran-3-ol OC[C@H]1O[C@@H]([C@@H]([C@H]([C@H]1O)N1N=NC(=C1)C1=CC(=C(C(=C1)F)F)F)OC)CC1=CC(=NO1)C(C)(C)O